C(C1=CC=CC=C1)O[C@H]1[C@H](O[C@@H]([C@@H]([C@H]1OCC1=CC=CC=C1)OCC1=CC=CC=C1)OC[C@@H]([C@@H]([C@@H](CCCCCCCCCCCCCC)OCC1=CC=CC=C1)OCC1=CC=CC=C1)N=C=O)COCC1=CC=CC=C1 (2R,3S,4S,5R,6S)-3,4,5-tris(benzyloxy)-2-((benzyloxy)methyl)-6-(((2S,3S,4R)-3,4-bis(benzyloxy)-2-isocyanatooctadecyl)oxy)tetrahydro-2H-pyran